6-cyano-1-[6-[3-(dimethylamino)azetidin-1-yl]Pyridin-3-yl]-4-oxoquinoline-3-carboxylic acid C(#N)C=1C=C2C(C(=CN(C2=CC1)C=1C=NC(=CC1)N1CC(C1)N(C)C)C(=O)O)=O